4-((3-(2-(diethylamino)ethyl)-1H-indol-5-yl)oxy)-4-oxobutyric acid C(C)N(CCC1=CNC2=CC=C(C=C12)OC(CCC(=O)O)=O)CC